S(=O)(=O)(ON1C2C=C(CN(C1=O)C2)N2N=CC(=C2)N2CC[NH2+]CC2)O [7-oxo-3-(4-piperazin-4-ium-1-ylpyrazol-1-yl)-1,6-diazabicyclo[3.2.1]oct-3-en-6-yl] hydrogen sulfate